(1S,5R,6S)-2-(6-(2-hydroxy-4-(trifluoromethyl)phenyl)-5-methyl-1,2,4-triazin-3-yl)-7,7-dimethyl-2-azabicyclo[3.2.0]heptan-6-ol OC1=C(C=CC(=C1)C(F)(F)F)C1=C(N=C(N=N1)N1[C@@H]2C([C@H]([C@@H]2CC1)O)(C)C)C